C(#N)C1=C(C2=C(N(C(N(C2=O)C(C(=O)O)(C)C)=O)CC(OC2CCOCC2)C2=C(C=CC=C2)OC(F)F)S1)C 2-(6-cyano-1-(2-(2-(difluoromethoxy)phenyl)-2-((tetrahydro-2H-pyran-4-yl)oxy)ethyl)-5-methyl-2,4-dioxo-1,2-dihydrothieno[2,3-d]pyrimidin-3(4H)-yl)-2-methylpropionic acid